(R)-2-(2-OXOPYRROLIDIN-1-YL)BUTANAMIDE O=C1N(CCC1)[C@@H](C(=O)N)CC